N(=[N+]=[N-])[C@@H]1CC[C@@H]2[C@H]1N(C=1C(=CC(=CC21)C(=O)OC)Br)CC(C)(C)C methyl (3R,3aR,8bS)-3-azido-5-bromo-4-neopentyl-1,2,3,3a,4,8b-hexahydrocyclopenta[b]indole-7-carboxylate